NN1CCC(CC1)CCN1CCN(CC1)C=1C=CC(=NC1)C(=O)N[C@@H]1C(NC(CC1)=O)=O (S)-5-(4-(2-(1-aminopiperidin-4-yl)ethyl)piperazin-1-yl)-N-(2,6-dioxopiperidin-3-yl)picolinamide